6-(2-trimethylsilylethynyl)pyridine-2-carbaldehyde C[Si](C#CC1=CC=CC(=N1)C=O)(C)C